lithium nickel-Manganese oxide [O-2].[Mn+2].[Ni+2].[Li+]